OCCCC=1C=CC=2C(N(C(C3=CC=CC1C23)=O)C2=CC3=C(N(C(N3C)=O)C)C=C2C)=O 6-(3-hydroxypropyl)-2-(1,3,6-trimethyl-2-oxobenzimidazol-5-yl)benzo[de]isoquinoline-1,3-dione